N[C@H](CC(=O)O)CN1N=C(N=N1)C1=CC=C(C=C1)CCC1=CC=CC=C1 (R)-3-amino-4-(5-(4-phenethylphenyl)-2H-tetrazol-2-yl)butanoic acid